C(C1=CC=CC=C1)NC1=NC(=NC2=CC(=C(C=C12)F)C1O[C@@H]([C@H]([C@H]1O)O)CO)Cl (3R,4S,5R)-2-[4-(benzylamino)-2-chloro-6-fluoroquinazolin-7-yl]-5-(hydroxymethyl)oxolane-3,4-diol